(3S,4R)-N-[2-[[2-chloro-4-[[5-[4-(cyanomethoxy)-2,3-difluoro-phenyl]-1-methyl-imidazole-2-carbonyl]amino]benzoyl]amino]ethyl]-3-hydroxy-piperidine-4-carboxamide ClC1=C(C(=O)NCCNC(=O)[C@H]2[C@@H](CNCC2)O)C=CC(=C1)NC(=O)C=1N(C(=CN1)C1=C(C(=C(C=C1)OCC#N)F)F)C